fluoroethylene glycol diacrylate C(C=C)(=O)OC(COC(C=C)=O)F